CS(=O)(=O)NC1=CC(=C(C=C1)C1=C(C=C(NS(=O)(=O)C)C=C1)C1=CC=CC=C1)C1=CC=CC=C1.[Li] lithium N,N'-dimethyl-sulfonyl-2,2'-diphenyl-benzidine